C(C)[C@@]1(C(NCCC1)=O)C=1OC(=NN1)C=1C(=NC=CC1)NC1=CC=C(C=C1)C(F)(F)F (3S)-3-ethyl-3-[5-[2-[4-(trifluoromethyl)anilino]-3-pyridinyl]-1,3,4-oxadiazol-2-yl]piperidin-2-one